OC1=C(C=CC=C1)C1=CC=CC=2NC3=CC=CC=C3C12 4-(hydroxyphenyl)-carbazole